(6R,7R)-7-[[2-(difluoromethylsulfanyl)acetyl]amino]-3-[[1-(2-hydroxyethyl)tetrazol-5-yl]sulfanylmethyl]-7-methoxy-8-oxo-5-oxa-1-azabicyclo[4.2.0]oct-2-ene-2-carboxylic acid FC(F)SCC(=O)N[C@]1([C@H]2OCC(=C(N2C1=O)C(=O)O)CSC1=NN=NN1CCO)OC